OC(C)(C)C=1C=CC(=C(C1)C=1C2=C(C(N(C1)C)=O)N(C=C2)S(=O)(=O)C2=CC=C(C)C=C2)OC2CC(C2)N(CC2CCNCC2)C 4-(5-(2-hydroxypropan-2-yl)-2-((1r,3r)-3-(methyl-(piperidin-4-ylmethyl)amino)cyclobutoxy)phenyl)-6-methyl-1-tosyl-1,6-dihydro-7H-pyrrolo[2,3-c]pyridin-7-one